C(C1=CC=CC=C1)NC(=O)C=1C(=NN(C1)C1=CN=C2N1C=C(C(=C2)OC)S(=O)(=O)C(C)(C)C)C N-benzyl-1-(6-(tert-butylsulfonyl)-7-methoxyimidazo[1,2-a]pyridin-3-yl)-3-methyl-1H-pyrazole-4-carboxamide